CS(=O)(=O)N1C2=C(N3C1CNCC3)N=CC(=C2)C(F)(F)F 5-(methylsulfonyl)-3-(trifluoromethyl)-5a,6,8,9-tetrahydropyrido[3',2':4,5]imidazo[1,2-a]pyrazin